FC=1C=C2C(=NC1)N(C=C2C2=NC(=CC(=N2)NC2C(C1CCC2CC1)C(=O)OC)C1=CC=C(C=C1)OC)S(=O)(=O)C1=CC=C(C)C=C1 (+/-)-trans-methyl 3-((2-(5-fluoro-1-tosyl-1H-pyrrolo[2,3-b]pyridin-3-yl)-6-(4-methoxyphenyl)pyrimidin-4-yl)amino)bicyclo[2.2.2]octane-2-carboxylate